spiro[indoline-3,1'-pyrrolo[3,2,1-ij]quinazoline]-2,3'(2'H)-dione C12(NC(N3C4=C(C=CC=C14)C=C3)=O)C(NC3=CC=CC=C32)=O